C(C)OC(CCCCCCCN1C(OC2=C(C1=O)C=CC=C2)=O)=O 8-[2,4-dioxo-2H-benzo[E][1,3]oxazin-3(4H)-yl]octanoic acid ethyl ester